C1(CC1)C1=CNC2=C(C=CC=C12)C1=C(C=C2NC(C=3N(C2=C1F)N=NN3)(C)C)F 8-(3-cyclopropyl-1H-indol-7-yl)-7,9-difluoro-4,4-dimethyl-4,5-dihydrotetrazolo[1,5-a]quinoxaline